BrC=1C(N(C(=CC1OCC1=C(C=C(C=C1)F)F)C)C1=CC=C(O1)C(=O)N)=O 5-[3-bromo-4-[(2,4-difluorobenzyl)oxy]-6-methyl-2-oxopyridin-1(2H)-yl]-2-furanamide